CC1(OC2=C(C1)C=C(C(=C2)O[C@H]2CN(CC2)C(=O)OC(C)(C)C)[N+](=O)[O-])C tert-butyl (R)-3-((2,2-dimethyl-5-nitro-2,3-dihydrobenzofuran-6-yl)oxy)pyrrolidine-1-carboxylate